5'-fluoro-6-oxo[1,6-dihydro[2,3'-bipyridine]] FC=1C=C(C=NC1)C=1NC(C=CC1)=O